COC1=NN(C=C1N)C1CCN(CC1)C 3-methoxy-1-(1-methylpiperidin-4-yl)pyrazol-4-amine